C(C)C1=CN=C2C(=N1)N=CC(=C2)CO 3-ethyl-7-hydroxymethylpyrido[2,3-b]pyrazin